(S)-N'-((3-fluoro-2,6-diisopropylphenyl)carbamoyl)-2-(2-hydroxypropan-2-yl)thiazole-5-sulfonimidamide FC=1C(=C(C(=CC1)C(C)C)NC(=O)N=[S@@](=O)(N)C1=CN=C(S1)C(C)(C)O)C(C)C